4-Chloro-Benzophenone ClC1=CC=C(C(=O)C2=CC=CC=C2)C=C1